C(C=C)N1N(C2=NC(=NC=C2C1=O)SC)C1=CC=C2C(=N1)C(CC2)(C)O 2-Allyl-1-(7-hydroxy-7-methyl-5,6-dihydrocyclopenta[b]pyridin-2-yl)-6-methylthio-pyrazolo[3,4-d]pyrimidin-3-one